(S)-3-((tert-butyldimethylsilyl)oxy)butyl 4-methylbenzenesulfonate CC1=CC=C(C=C1)S(=O)(=O)OCC[C@H](C)O[Si](C)(C)C(C)(C)C